C(C1=CC=CC=C1)OC1=C(N(C=CC1=O)CCC)CC 3-(benzyloxy)-2-ethyl-1-propylpyridin-4(1H)-one